C(C)OC=1C=C2C(=CN1)O[C@]1(CN([C@H](C1)C)CC1=C(N=C(S1)NC(C)=O)F)C2 N-(5-(((2R,5'S)-5-Ethoxy-5'-methyl-3H-spiro[furo[2,3-c]pyridine-2,3'-pyrrolidin]-1'-yl)methyl)-4-fluorothiazol-2-yl)acetamide